1-(5-bromo-3,7-dimethyltricyclo[3.3.1.13,7]dec-1-yl)-1H-pyrazole BrC12CC3(CC(CC(C1)(C3)C)(C2)N2N=CC=C2)C